(+)-N-benzyl-3-hydroxypyrrolidine C(C1=CC=CC=C1)N1CC(CC1)O